CC1(CC2=C(C=C3N2CCN(C3=O)C3=NC=CC(=C3COC3OCCCC3)B(O)O)C1)C (2-(7,7-dimethyl-1-oxo-1,3,4,6,7,8-hexahydro-2H-cyclopenta[4,5]pyrrolo[1,2-a]pyrazin-2-yl)-3-(((tetrahydro-2H-pyran-2-yl)oxy)methyl)pyridin-4-yl)boronic acid